1-{4-[1-isopropyl-7-((R)-1-quinolin-3-yl-ethylamino)-1H-pyrazolo[4,3-d]pyrimidin-5-yl]-piperazin-1-yl}-propan-1-one C(C)(C)N1N=CC=2N=C(N=C(C21)N[C@H](C)C=2C=NC1=CC=CC=C1C2)N2CCN(CC2)C(CC)=O